C(C1=CC=CC=C1)(C1=CC=CC=C1)OC([C@@](CC1=CC(=C(C=C1)OP(=O)(OCC1=CC=CC=C1)OCC1=CC=CC=C1)OP(=O)(OCC1=CC=CC=C1)OCC1=CC=CC=C1)(C)NNC(=O)OCC1=CC=CC=C1)=O (S)-benzyl 2-(1-(benzhydryloxy)-3-(3,4-bis((bis(benzyloxy)phosphoryl)oxy)phenyl)-2-methyl-1-oxopropan-2-yl)hydrazine-carboxylate